O=C1N(C=CC(N1)=O)[C@@]1(O[C@@H]([C@H]([C@H]1O)O)CO)C#N (2R,3R,4S,5R)-2-(2,4-dioxopyrimidin-1-yl)-3,4-dihydroxy-5-(hydroxymethyl)tetrahydrofuran-2-carbonitrile